[Si](C)(C)(C(C)(C)C)N1CCNCC1 N-(tert-butyldimethylsilyl)-piperazine